3-((3-(3-Acrylamidoprop-1-yn-1-yl)phenyl)amino)-6-ethyl-5-((tetrahydro-2H-pyran-4-yl)amino)pyrazine-2-carboxamide C(C=C)(=O)NCC#CC=1C=C(C=CC1)NC=1C(=NC(=C(N1)NC1CCOCC1)CC)C(=O)N